C1(=CC=CC=C1)OC1=CC=CC=C1 DIPHENYLOXID